CC(C)(C(C)C)OC(=O)C1C2C=CC(C1)C2=O 5-(2,3-dimethyl-2-butoxycarbonyl)-7-oxo-bicyclo[2.2.1]Hept-2-ene